CC=1C=C(C=C(C1)C)C(C)O 1-(3,5-dimethylphenyl)ethanol